(S)-4-((1-(5-chloro-2-fluoropyridin-4-yl)pyrrolidin-3-yl)methoxy)-2-cyclopropylpyrimidine-5-carbonitrile ClC=1C(=CC(=NC1)F)N1C[C@H](CC1)COC1=NC(=NC=C1C#N)C1CC1